cyclopentyl-(diphenyl)phosphine iron palladium dichloride [Pd](Cl)Cl.[Fe].C1(CCCC1)P(C1=CC=CC=C1)C1=CC=CC=C1